C(C)(C)(C)OC(=O)N1CC=2C(=NN3C2C(N(C[C@H](C3)CNCC(F)F)C)=O)CC1 |r| racemic-8-(((2,2-difluoroethyl)amino)methyl)-10-methyl-11-oxo-1,3,4,7,8,9,10,11-octahydro-2H-pyrido[4',3':3,4]Pyrazolo[1,5-a][1,4]Diazepine-2-carboxylic acid tert-butyl ester